N-(4-bromo-2,5-difluorophenyl)-6-(1H-imidazol-1-yl)picolinamide BrC1=CC(=C(C=C1F)NC(C1=NC(=CC=C1)N1C=NC=C1)=O)F